2,2-dibromopropionamide BrC(C(=O)N)(C)Br